N=1C=CNCCC1 5,6-dihydro-[1,4]diazepine